tert-butyl 6-((2,6-dioxopiperidin-3-yl) carbamoyl)-3',6'-dihydro-[3,4'-bipyridine]-1'(2'H)-carboxylate O=C1NC(CCC1NC(=O)C1=CC=C(C=N1)C=1CCN(CC1)C(=O)OC(C)(C)C)=O